C[C@@H]1N(CCN(C1)C1=NC(=CC=C1)[Sn](C)(C)C)C(=O)OC(C)(C)C tert-butyl (S)-2-methyl-4-(6-(trimethylstannyl)pyridin-2-yl)piperazine-1-carboxylate